N-[(1-hydroxycyclopropyl)methyl]-3-oxo-2-(pyridin-3-yl)-6-[4-(trifluoromethyl)phenyl]-2,3-dihydropyridazine-4-carboxamide OC1(CC1)CNC(=O)C=1C(N(N=C(C1)C1=CC=C(C=C1)C(F)(F)F)C=1C=NC=CC1)=O